O(C1=CC=CC=C1)C1=CC=C(OCC2CO2)C=C1 2-[(4-phenoxyphenoxy)methyl] ethylene oxide